NC=1N=NC(=CC1C=1C=NN(C1)C1CCN(CC1)C1CCC(CC1)C1=C2CCN(C2=CC=C1)[C@H]1C(NC(CC1)=O)=O)C1=C(C=CC(=C1)F)O (3R)-3-[4-[4-[4-[4-[3-amino-6-(5-fluoro-2-hydroxy-phenyl)pyridazin-4-yl]pyrazol-1-yl]-1-piperidyl]cyclohexyl]indolin-1-yl]piperidine-2,6-dione